CC1(C=CC(=CC1)CCC)CCC 5-methyl-2,5-di-n-propyl-1,3-cyclohexadiene